1-(methylsulfonyl)-1H-pyrrole-3-carboxylic acid tert-butyl ester C(C)(C)(C)OC(=O)C1=CN(C=C1)S(=O)(=O)C